perylene-5-one C1=CC=C2CC(C=C3C4=CC=CC5=CC=CC(C1=C23)=C45)=O